3-(3,3-dimethyl-2,2-dioxido-2,1-benzothiazol-1(3H)-yl)-8-fluoro-quinoline CC1(S(N(C2=C1C=CC=C2)C=2C=NC1=C(C=CC=C1C2)F)(=O)=O)C